3-(tert-butyldithio)propionic acid C(C)(C)(C)SSCCC(=O)O